1-PHENANTHRENEMETHANAMINE C1(=CC=CC=2C3=CC=CC=C3C=CC12)CN